1,4-Diethylpyridinium cyanid [C-]#N.C(C)[N+]1=CC=C(C=C1)CC